(3R,5S)-5-(4-methylthiazol-2-yl)pyrrolidin-3-ol CC=1N=C(SC1)[C@@H]1C[C@H](CN1)O